2,4-difluorophenyl-boronic acid FC1=C(C=CC(=C1)F)B(O)O